5-bromo-1-isopropyl-1H-pyrazolo[3,4-b]pyridine BrC=1C=C2C(=NC1)N(N=C2)C(C)C